S1C=NC2=C1C=CC(=C2)CN2CCC(CC2)(O)C=2C=C1C(N(C(C1=CC2)=O)C2C(NC(CC2)=O)=O)=O 5-(1-(benzo[d]thiazol-5-ylmethyl)-4-hydroxypiperidin-4-yl)-2-(2,6-dioxopiperidin-3-yl)isoindoline-1,3-dione